N-((2-fluorobenzyl)(methyl)(oxo)-λ6-sulfaneylidene)-5-(5-(trifluoromethyl)-1,2,4-oxadiazol-3-yl)pyrazine-2-carboxamide FC1=C(CS(=NC(=O)C2=NC=C(N=C2)C2=NOC(=N2)C(F)(F)F)(=O)C)C=CC=C1